Tetrachlorophthalic acid disodium salt [Na+].[Na+].ClC=1C(=C(C(=C(C1C(=O)[O-])C(=O)[O-])Cl)Cl)Cl